methyl 7-fluoro-6-[1-(3-pyrazol-1-ylpropanoyl)-3,6-dihydro-2H-pyridin-5-yl]-4-(4,4,5,5-tetramethyl-1,3,2-dioxaphospholan-2-yl)-1H-indole-2-carboxylate FC=1C(=CC(=C2C=C(NC12)C(=O)OC)P1OC(C(O1)(C)C)(C)C)C1=CCCN(C1)C(CCN1N=CC=C1)=O